tert-butyl N-[(1S,2R,4S)-4-[10-(benzenesulfonyl)-5-methyl-4-oxo-3,5,8,10-tetrazatricyclo[7.3.0.02,6]dodeca-1,6,8,11-tetraen-3-yl]-2-[tert-butyl(dimethyl)silyl]oxy-cyclopentyl]carbamate C1(=CC=CC=C1)S(=O)(=O)N1C2=NC=C3N(C(N(C3=C2C=C1)[C@@H]1C[C@H]([C@H](C1)NC(OC(C)(C)C)=O)O[Si](C)(C)C(C)(C)C)=O)C